CC1N(C1)CCC(=O)OCC(COCCC(=O)OCC(CC)(COC(CCN1C(C1)C)=O)COC(CCN1C(C1)C)=O)(CC)COC(CCN1C(C1)C)=O 2,2-bis({[3-(2-methylaziridin-1-yl)propanoyl]oxy}methyl)butyl 3-[2,2-bis({[3-(2-methylaziridin-1-yl)propanoyl]oxy}methyl)butoxy]propanoat